BrC=1C(=C2OCCN3C=NC(C1C#N)=C32)F 7-Bromo-6-fluoro-3,4-dihydro-5-oxa-1,2a-diazaacenaphthylene-8-carbonitrile